FC(C1=NN=C(S1)C1=NC(=NC2=C(C=C(C=C12)S(=O)(=O)NC1(CC1)C)N1[C@H](CNCC1)C)C)F (S)-4-(5-(difluoromethyl)-1,3,4-thiadiazol-2-yl)-2-methyl-N-(1-methylcyclopropyl)-8-(2-methylpiperazin-1-yl)quinazoline-6-sulfonamide